O=C1NC(CCC1N1C(C2=CC=C(C=C2C1=O)OCCOCCOC1=CC=C(C=C1)\C(=C(\CC)/C1=CC=CC=C1)\C1=CC=C(C=C1)O)=O)=O (Z)-2-(2,6-Dioxopiperidin-3-yl)-5-(2-(2-(4-(1-(4-hydroxyphenyl)-2-phenylbut-1-en-1-yl)phenoxy)ethoxy)ethoxy)isoindolin-1,3-dion